CCCCCCCCCCCCCCCC/C=C\OC[C@H](COP(=O)([O-])OCC[N+](C)(C)C)OC(=O)CCCC/C=C\C/C=C\C/C=C\CCCCC 1-(1Z-octadecenyl)-2-(6Z,9Z,12Z-octadecatrienoyl)-glycero-3-phosphocholine